((5-(1H-pyrrolo[2,3-b]pyridin-6-yl)-1,3,4-oxadiazol-2-yl)methyl)-2-(2,4-bis(trifluoromethyl)phenyl)-N-(4-fluorophenyl)acetamide N1C=CC=2C1=NC(=CC2)C2=NN=C(O2)CC(C(=O)NC2=CC=C(C=C2)F)C2=C(C=C(C=C2)C(F)(F)F)C(F)(F)F